4-((dimethylamino)methyl)-N'-(1,2,3,5,6,7-hexahydro-s-indacen-4-ylcarbamoyl)benzenesulfonimidamide CN(C)CC1=CC=C(C=C1)S(=O)(N)=NC(NC1=C2CCCC2=CC=2CCCC12)=O